NC1=C(C(NC2=C(C=CC=C12)C=1C=NC=CC1OCC)=O)C(=O)NCCC 4-amino-8-(4-ethoxypyridin-3-yl)-2-oxo-N-propyl-1,2-dihydroquinoline-3-carboxamide